FC=1C=C(CC2=CC(=NC=C2)N2N=C(C(=C2CO)C(=O)NC)C)C=C(C1)C(F)(F)F 1-(4-(3-fluoro-5-(trifluoromethyl)benzyl)pyridin-2-yl)-5-(hydroxymethyl)-N,3-dimethyl-1H-pyrazole-4-carboxamide